N[C@@H]1C=2C(=NC=CC2)CC12CCN(CC2)C2=NC(=C1C(=N2)NN=C1SC1=NC(=NC=C1)N)C(=O)N (S)-6-(5-amino-5,7-dihydrospiro[cyclopenta[B]pyridin-6,4'-piperidin]-1'-yl)-3-((2-aminopyrimidin-4-yl)thio)-1H-pyrazolo[3,4-d]pyrimidine-4-carboxamide